2-(2-aminopyridin-3-yl)-3-(4-(chloromethyl)phenyl)-3H-imidazo[4,5-b]pyridine-5-carboxamide NC1=NC=CC=C1C1=NC=2C(=NC(=CC2)C(=O)N)N1C1=CC=C(C=C1)CCl